2-cyano-3-(difluoromethoxy)-N-methylbenzenesulfonamide C(#N)C1=C(C=CC=C1OC(F)F)S(=O)(=O)NC